N1=C(N=CC=C1)NC1=NC=C(C(=O)N)C=C1 6-(pyrimidin-2-ylamino)nicotinamide